CC12C(C3C(C=C1)O3)O2 Toluene dioxide